C(C)C=1C(NC=2C=C(C=NC2C1)CN1CCC(=CC1)C1=C(C(=C(C(=O)NC)C=C1)F)F)=C=O 4-(1-((7-ethyl-6-carbonyl-5,6-dihydro-1,5-naphthyridin-3-yl)methyl)-1,2,3,6-tetrahydropyridin-4-yl)-2,3-difluoro-N-methylbenzamide